diphenyl mono(2-hydroxy-phenyl) phosphite P(OC1=CC=CC=C1)(OC1=CC=CC=C1)OC1=C(C=CC=C1)O